2-Methacryloyloxyethyl-Succinic Acid C(C(=C)C)(=O)OCCC(C(=O)O)CC(=O)O